(3aS,4R,6aR)-4-((1-(cyclohexyloxycarbonyloxy)ethoxy)carbonyl)octahydropyrrolo[3,4-b]pyrrole C1(CCCCC1)OC(=O)OC(C)OC(=O)[C@@H]1NC[C@@H]2NCC[C@@H]21